O=C1NC(CCC1C1=NN(C2=CC(=CC=C12)N1C(CN(CC1)CC1CCN(CC1)C(=O)OC(C)(C)C)(C)C)C)=O tert-butyl 4-((4-(3-(2,6-dioxopiperidin-3-yl)-1-methyl-1H-indazol-6-yl)-3,3-dimethylpiperazin-1-yl)methyl)piperidine-1-carboxylate